(2R,4R)-2-((TERT-BUTYLDIPHENYLSILYL)OXY)OCT-7-ENE-4-SULFONAMIDE [Si](C1=CC=CC=C1)(C1=CC=CC=C1)(C(C)(C)C)O[C@H](C)C[C@@H](CCC=C)S(=O)(=O)N